3-((2-morpholinopyrimidin-4-yl)oxy)pyrrolidin O1CCN(CC1)C1=NC=CC(=N1)OC1CNCC1